(E)-N-(3,5-difluorophenyl)-3-(2-(pyridin-2-yl)vinyl)-1H-indazole-5-amide FC=1C=C(C=C(C1)F)NC(=O)C=1C=C2C(=NNC2=CC1)\C=C\C1=NC=CC=C1